(tert-Butoxycarbonyl)-4',4'-difluorospiro[azetidine-3,2'-chromane]-6',7'-dicarboxylic acid C(C)(C)(C)OC(=O)C1C2(OC3=CC(=C(C=C3C1(F)F)C(=O)O)C(=O)O)CNC2